2,2-difluoro-N-[(2R,3S)-2-(2-fluorophenyl)-1-[1-(1-methyl-6-oxo-3-pyridyl)indazol-5-yl]-5-oxo-pyrrolidin-3-yl]propanamide FC(C(=O)N[C@@H]1[C@H](N(C(C1)=O)C=1C=C2C=NN(C2=CC1)C1=CN(C(C=C1)=O)C)C1=C(C=CC=C1)F)(C)F